BrC=1C=C(\C=N\[S@@](=O)C(C)(C)C)C=CC1 (S,E)-N-(3-bromobenzylidene)-2-methylpropane-2-sulfinamide